3-(acrylamido)propyl-trimethylammonium chloride [Cl-].C(C=C)(=O)NCCC[N+](C)(C)C